tert-Butyl N-[5-[5-bromo-3-[1-[(3,3-difluorocyclobutyl)methyl]pyrazol-4-yl]quinoxalin-6-yl] oxy-2-nitro-phenyl]-N-tert-butoxycarbonyl-carbamate BrC1=C2N=C(C=NC2=CC=C1OC=1C=CC(=C(C1)N(C(OC(C)(C)C)=O)C(=O)OC(C)(C)C)[N+](=O)[O-])C=1C=NN(C1)CC1CC(C1)(F)F